C(C1=CC=CC=C1)C(C(=O)OCC)C(=O)OCC diethyl 2-benzylmalonate